ClC1=NC(=C2C(=N1)N(N=C2)[C@H]2[C@@H]([C@@H]([C@H](O2)COC(C(C)O)P(O)(O)=O)O)O)NC2CCCC2 (1-(((2R,3S,4R,5R)-5-(6-chloro-4-(cyclopentylamino)-1H-pyrazolo[3,4-d]pyrimidin-1-yl)-3,4-dihydroxytetrahydrofuran-2-yl)methoxy)-2-hydroxypropyl)phosphonic acid